FC1=C(C(=CC(=C1)CN[C@@H]1CN(CCC1)S(=O)(=O)C)O)N1CC(NS1(=O)=O)=O 5-[2-fluoro-6-hydroxy-4-[[[(3S)-1-methylsulfonyl-3-piperidyl]amino]methyl]phenyl]-1,1-dioxo-1,2,5-thiadiazolidin-3-one